The molecule is a flavonoid oxoanion obtained by deprotonation of the hydroxy group at position 7 of baicalein. It is the major microspecies at pH 7.3 (according to Marvin v 6.2.0.). It has a role as an antioxidant, an EC 1.13.11.31 (arachidonate 12-lipoxygenase) inhibitor, an EC 1.13.11.33 (arachidonate 15-lipoxygenase) inhibitor, an EC 3.4.21.26 (prolyl oligopeptidase) inhibitor, a hormone antagonist, a prostaglandin antagonist, a radical scavenger and a metabolite. It is a conjugate base of a baicalein. C1=CC=C(C=C1)C2=CC(=O)C3=C(O2)C=C(C(=C3[O-])O)O